FC1=C(C=CC(=C1)F)C=1C2=C(N=C(N1)[C@H]1C[C@@H](OCC1)C1=CC(=NC=C1)C)N=C(C=C2)C 4-(2,4-difluorophenyl)-7-methyl-2-((2R,4R)-2-(2-methylpyridin-4-yl)tetrahydro-2H-pyran-4-yl)pyrido[2,3-d]pyrimidine